6-cyclopropyl-5-phenyl-5H-pyrrolo[2,3-b]pyrazine C1(CC1)C1=CC=2C(=NC=CN2)N1C1=CC=CC=C1